C1(=CC(=CC=C1)O)C1=CC=C(C=C1)O biphenyl-3,4'-diol